Cl.C(C=C)(N)([2H])[2H] prop-2-en-1,1-d2-1-amine hydrochloride